[Si](C)(C)(C(C)(C)C)OC1CCC(CC1)CC(C)(C)NC(OC(C)(C)C)=O tert-butyl (1-(4-((tert-butyl-dimethylsilyl)oxy)cyclohexyl)-2-methylpropan-2-yl)carbamate